1-(6-bromo-7-fluoro-3-nitroquinolin-4-yl)-3-ethylcyclobutane-1-carboxylic acid decyl ester C(CCCCCCCCC)OC(=O)C1(CC(C1)CC)C1=C(C=NC2=CC(=C(C=C12)Br)F)[N+](=O)[O-]